6-amino-2,3-dichloropyridine-4-thiol NC1=CC(=C(C(=N1)Cl)Cl)S